ClC1=CC=C(C(=C1C=O)O)C D-6-chloro-2-hydroxy-3-methylbenzaldehyde